(1R,2S,5S)-3-((S)-2-acetamido-3,3-dimethylbutyryl)-N-(cyano(5-cyanopyridin-3-yl)methyl)-6,6-dimethyl-3-azabicyclo[3.1.0]hexane-2-carboxamide C(C)(=O)N[C@H](C(=O)N1[C@@H]([C@H]2C([C@H]2C1)(C)C)C(=O)NC(C=1C=NC=C(C1)C#N)C#N)C(C)(C)C